3-(3,5-difluorophenyl)-4,5-dihydro-1H-pyrazole FC=1C=C(C=C(C1)F)C1=NNCC1